5-(3-Hydroxy-4-methoxyphenyl)-7-thioxo-7,8-dihydropyrimido[4,5-d]pyrimidine-2,4(1H,3H)-dione OC=1C=C(C=CC1OC)C=1C2=C(NC(N1)=S)NC(NC2=O)=O